1-(2-aminopyridin-3-yl)ethan-1-one tert-butyl-(1S,2R,5R)-3-hydroxy-2-methyl-8-azabicyclo[3.2.1]octane-8-carboxylate C(C)(C)(C)OC(=O)N1[C@@H]2[C@H](C(C[C@H]1CC2)O)C.NC2=NC=CC=C2C(C)=O